ClC=1C=CC(=C(CN2C(CCC2)C(=O)N)C1)OC 5-chloro-2-methoxybenzyl-pyrrolidine-2-carboxamide